1-(6-(3-amino-6-(2-hydroxyphenyl)pyridazin-4-yl)pyridin-2-yl)piperidin-4-one NC=1N=NC(=CC1C1=CC=CC(=N1)N1CCC(CC1)=O)C1=C(C=CC=C1)O